FC=1C=C(C=C(C1C=1N=C2N(C=CC(=C2)C)C1C[C@H]1CNCCO1)F)S(=O)(=O)N(CC1=CC=C(C=C1)OC)CC1=CC=C(C=C1)OC (S)-3,5-difluoro-N,N-bis(4-methoxybenzyl)-4-(7-methyl-3-(morpholin-2-ylmethyl)imidazo[1,2-a]pyridin-2-yl)benzenesulfonamide